C(C)OC1=NC=CC=C1C1=NC=2C(N(CC3(CCN(CC3)C=3C(=NC(=CC3)OC)C(F)(F)F)C2C=C1)C[C@@H]1NCCC1)=O 2-(2-ethoxypyridin-3-yl)-1'-[6-methoxy-2-(trifluoromethyl)pyridin-3-yl]-7-[[(2R)-pyrrolidin-2-yl]methyl]spiro[6H-1,7-naphthyridine-5,4'-piperidine]-8-one